FC=1C=C(CN2C3=NC(=NC=C3NC2=O)C=2C(=NC=CC2)C(C)C)C=CC1C=1N(C=C(N1)C(F)(F)F)C 9-(3-fluoro-4-(1-methyl-4-(trifluoromethyl)-1H-imidazol-2-yl)benzyl)-2-(2-isopropylpyridin-3-yl)-7,9-dihydro-8H-purin-8-one